2,4-dihydroxy-1,5-benzenedisulfonic acid OC1=C(C=C(C(=C1)O)S(=O)(=O)O)S(=O)(=O)O